C1CCC2C3C(CC(C12)C3)=CCCC=O 4-(octahydro-5H-4,7-methanoinden-5-ylidene)butyraldehyde